C(C)(C)(C)OC(N[C@@H](C(C)C)CO)=O ((S)-1-hydroxymethyl-2-methyl-propyl)-carbamic acid tert-butyl ester